phosphoric acid, tris(methylphenyl) ester P(OC1=C(C=CC=C1)C)(OC1=C(C=CC=C1)C)(OC1=C(C=CC=C1)C)=O